rel-(1S,5'S)-5-fluoro-1',5'-dimethylspiro[isoindoline-1,3'-pyrrolidine]-2',3-dione FC=1C=C2C(N[C@]3(C(N([C@H](C3)C)C)=O)C2=CC1)=O |o1:6,9|